CO[Si](CCCC(CCN)N)(OC)OC (3-(trimethoxysilyl)propyl)-1,3-propanediamine